C(C1=CC=CC=C1)OC1=C(C=C(C=C1OC)C=1C2=C(C=NC1)N(C(N2C)=O)CC(=O)NC2=CC=C(C=C2)F)F 2-(7-(4-(benzyloxy)-3-fluoro-5-methoxyphenyl)-1-methyl-2-oxo-1,2-dihydro-3H-imidazo[4,5-c]pyridin-3-yl)-N-(4-fluorophenyl)acetamide